FC=1C(=NC(=NC1)N1CCN(CC1)C=O)C(=O)N1CC(C1)CN1CCCC1 (4-(5-fluoro-4-(3-(pyrrolidin-1-ylmethyl)azetidine-1-carbonyl)pyrimidin-2-yl)piperazin-1-yl)methanone